C1(CC1)C([C@@H](C(NC=1C=NN(C1)CC=1N(N=CC1)CC(F)(F)F)=O)NC(=O)C=1N(N=CC1)C(C)C)C1CC1 N-[(1S)-1-(dicyclopropyl-methyl)-2-oxo-2-[[1-[[2-(2,2,2-trifluoroethyl)pyrazol-3-yl]methyl]pyrazol-4-yl]amino]ethyl]-2-isopropyl-pyrazole-3-carboxamide